C(C(C)C)C=C(C1=CC=CC=C1)C isobutyl-α-methylstyrene